(E)-4-fluoro-2-(hydroxyimino)-7-methoxy-2,3-dihydro-1H-inden-1-one FC1=C2C\C(\C(C2=C(C=C1)OC)=O)=N/O